N1=CC=C(C=C1)C1=C2C=CC(C(=C3C=CC(=C(C=4C=CC(=C(C5=CC=C1N5)C5=CC=NC=C5)N4)C4=CC=NC=C4)N3)C3=CC=NC=C3)=N2.[Mg] magnesium tetra(4-pyridyl)porphyrin